FC1=CC=C2C(=CN(C(C2=C1)=O)C)C=1C=C(C=CC1)S(=O)(=O)N 3-(7-fluoro-2-methyl-1-oxoisoquinolin-4-yl)benzenesulfonamide